N-Cbz-amino alcohol C(=O)(OCC1=CC=CC=C1)NO